ClC1=CC(=C(C(=C1)B1OC(C(O1)(C)C)(C)C)C(=O)N1CC(C1)(F)F)C (4-chloro-2-methyl-6-(4,4,5,5-tetramethyl-1,3,2-dioxaborolan-2-yl)phenyl)(3,3-difluoroazetidin-1-yl)methanone